1-(7-(4-fluoro-3-(trifluoromethyl)benzyl)-3,4-dihydroisoquinolin-2(1H)-yl)prop-2-en-1-one FC1=C(C=C(CC2=CC=C3CCN(CC3=C2)C(C=C)=O)C=C1)C(F)(F)F